NCCOCCC(=O)OC(C)(C)C tert-butyl 3-(2-aminoethoxy)propanoate